NC[C@H](CC(=O)O)C[C@@H](CCOC1=C(C=CC=C1)C(F)(F)F)C (3s,5s)-3-aminomethyl-5-methyl-7-(2-trifluoromethyl-phenoxy)-heptanoic acid